ClC1=C(C=CC(=C1)Cl)C=1N=C(SC1)NC(C1=CC=C(C=C1)F)=O N-(4-(2,4-dichlorophenyl)thiazol-2-yl)-4-fluorobenzamide